CN(CCN(C1=C(C=C(C(=C1)OC)NC=1N=CC2=C(N1)N(C(C(=C2)C2=CC=NC=C2)=O)C)NC(C=C)=O)C)C N-(2-((2-(dimethylamino)ethyl)(methyl)amino)-4-methoxy-5-((8-methyl-7-oxo-6-(pyridin-4-yl)-7,8-dihydropyrido[2,3-d]pyrimidin-2-yl)amino)phenyl)acrylamide